ClC=1C(=CC(=C(C(=O)NS(=O)(=O)N2C[C@@H](OCC2)CNC(OC(C)(C)C)=O)C1)F)OCC1CCCC1 (S)-tert-butyl ((4-(N-(5-chloro-4-(cyclopentylmethoxy)-2-fluorobenzoyl)sulfamoyl)-morpholin-2-yl)methyl)carbamate